N1-(4-{[4-cyano-3-(methyloxy)phenyl]oxy}phenyl)-2-methylalaninamide C(#N)C1=C(C=C(C=C1)OC1=CC=C(C=C1)NC(C(N)(C)C)=O)OC